CN1CC(=O)NC1=O methylhydantoin